ClC=1C=C(C2=C(C1)[C@]1(N(CCOC1)C(C=C)=O)CO2)C2=CC=CC=C2 |r| racemic-1-(5-chloro-7-phenyl-2H-spiro[benzofuran-3,3'-morpholin]-4'-yl)prop-2-en-1-one